1-((3S,5S,8R,9S,10S,13S,14S,17S)-10,13-dimethyl-3-((methylthio)methoxy)hexadecahydro-1H-cyclopenta[a]phenanthren-17-yl)ethan-1-one C[C@]12[C@H]3CC[C@@]4([C@H](CC[C@H]4[C@@H]3CC[C@H]2C[C@H](CC1)OCSC)C(C)=O)C